2-(4-((1R,5S)-3,8-diazabicyclo[3.2.1]oct-3-yl)-8-fluoro-2-(((2R,7aS)-2-fluorotetrahydro-1H-pyrrolizin-7a(5H)-yl)methoxy)quinazolin-7-yl)-4-aminobenzonitrile [C@H]12CN(C[C@H](CC1)N2)C2=NC(=NC1=C(C(=CC=C21)C2=C(C#N)C=CC(=C2)N)F)OC[C@]21CCCN1C[C@@H](C2)F